1-(3-bromo-1H-1,2,4-triazol-5-yl)-3-(o-tolyl)propane-1,3-dione BrC1=NNC(=N1)C(CC(=O)C1=C(C=CC=C1)C)=O